OC1(C(N(C2=CC=CC=C12)CC1=CC=C(C=C1)N1CCCCC1)=O)C1=CC=C(C=C1)S(=O)(=O)N 4-[3-hydroxy-2-oxo-1-[[4-(1-piperidyl)phenyl]methyl]indolin-3-yl]benzenesulfonamide